ClC1=C(C=CC=C1)C1=CC(OC2=CC(=CC=C12)OC(C(N1CCCC1)=O)C)=O 4-(2-chlorophenyl)-7-(1-methyl-2-oxo-2-pyrrolidin-1-yl-ethoxy)chromen-2-one